N1=CC=NC2=CC=CC(=C12)C(=O)O quinoxalin-8-carboxylic acid